ClC1=CC=C(CC(C(=O)OC)(C(=O)OC)F)C=C1 Dimethyl 2-(4-chlorobenzyl)-2-fluoromalonate